N-(3-Cyano-5-(3-fluorobenzyl)-4,5,6,7-tetrahydrothieno[3,2-c]pyridin-2-yl)-2-(3-ethoxy-4-sulfamoylphenyl)acetamid C(#N)C1=C(SC2=C1CN(CC2)CC2=CC(=CC=C2)F)NC(CC2=CC(=C(C=C2)S(N)(=O)=O)OCC)=O